(S)-4-((3-(5-(1-Amino-1,3-dihydrospiro[indene-2,4'-piperidin]-1'-yl)-6-(hydroxymethyl)Pyrazin-2-yl)prop-2-yn-1-yl)oxy)-N-cyclopropylbenzamide N[C@@H]1C2=CC=CC=C2CC12CCN(CC2)C=2N=CC(=NC2CO)C#CCOC2=CC=C(C(=O)NC1CC1)C=C2